[Si](C1=CC=CC=C1)(C1=CC=CC=C1)(C(C)(C)C)OC[C@H](CC=O)C (3S)-4-[(tert-Butyldiphenylsilyl)oxy]-3-methylbutanal